(3-amino-4-hydroxyphenyl)-1-methyl-1,2-dihydro-3H-pyrazol-3-one NC=1C=C(C=CC1O)N1N(C=CC1=O)C